C(=C\CCCCCCCC)/[C@H]1OC(OC1)(C)C (4R)-4-[(1E)-dec-1-en-1-yl]-2,2-dimethyl-1,3-dioxolane